(2S)-3-(3-Azidophenyl)-2-[(3R)-1-tert-butoxycarbonylpyrrolidin-3-yl]propanoic acid N(=[N+]=[N-])C=1C=C(C=CC1)C[C@H](C(=O)O)[C@@H]1CN(CC1)C(=O)OC(C)(C)C